C(=O)C1=CC=NC=C1 4-formylpyridine